2-(5-amino-2-methylphenyl)-2H-1,2,3-triazole-4-carboxamide NC=1C=CC(=C(C1)N1N=CC(=N1)C(=O)N)C